3-Ethyl 5-methyl 2-(acetoxymethyl)-4-(2-ethyl-3-fluorophenyl)-6-methyl-1,4-dihydropyridine-3,5-dicarboxylate C(C)(=O)OCC=1NC(=C(C(C1C(=O)OCC)C1=C(C(=CC=C1)F)CC)C(=O)OC)C